tetra-lithium-perylene-3,4,9,10-tetracarboxylic acid salt C1=CC(=C2C(=CC=C3C4=CC=C(C=5C(=CC=C(C1=C23)C45)C(=O)[O-])C(=O)[O-])C(=O)[O-])C(=O)[O-].[Li+].[Li+].[Li+].[Li+]